FC1=C(C(=O)N)C=CC(=C1)C(C)(C)O 2-fluoro-4-(2-hydroxy-prop-2-yl)benzamide